N-(3-iodobicyclo[1.1.1]pentan-1-yl)-N,4-dimethylbenzenesulfonamide IC12CC(C1)(C2)N(S(=O)(=O)C2=CC=C(C=C2)C)C